C1=CC=CC2=C(C3=CC=CC=C3C(=C12)C#N)C#N 9,10-anthracene-dicarbonitrile